mannose O=C[C@@H](O)[C@@H](O)[C@H](O)[C@H](O)CO